Cl.S1(CCCC12CNCC2)(=O)=O 1λ6-thia-7-azaspiro[4.4]nonane-1,1-dione hydrochloride